C1(=CC=CC=C1)C(OCCOCCOCCOCCOCCOCCOCCOCCOCCOC(C1=CC=CC=C1)(C1=CC=CC=C1)C1=CC=CC=C1)(C1=CC=CC=C1)C1=CC=CC=C1 1,1,1,30,30,30-hexaphenyl-2,5,8,11,14,17,20,23,26,29-decaoxatriacontane